(S)-2-(2,3-dihydrobenzo[b][1,4]dioxin-2-yl-6-d)-4,5-dihydro-1H-imidazole O1C2=C(OC[C@@H]1C=1NCCN1)C=C(C=C2)[2H]